FC(C=1C=C2C=NC(=NC2=C(C1)N1CC2(CN(C2)C(=O)OC(C)(C)C)C(C1)(F)F)N[C@H]1[C@@H](CN(CC1)S(=O)(=O)C)O)F |r| Racemic-tert-butyl 6-(6-(difluoromethyl)-2-(((3R,4R)-3-hydroxy-1-(methylsulfonyl)piperidin-4-yl)amino) quinazolin-8-yl)-8,8-difluoro-2,6-diazaspiro[3.4]octane-2-carboxylate